tri-indolobenzene C1=CC=CC2=C1N=C1C2=C2C(=C3C1=C1C=CC=CC1=N3)C=3C=CC=CC3N2